CN1CCC(CC1)OC1=CN=CC(=N1)NC1=NNC(=C1)[C@@H]1C[C@@H](CC1)O (1R,3S)-3-(3-((6-((1-methylpiperidin-4-yl)oxy)pyrazin-2-yl)amino)-1H-pyrazol-5-yl)cyclopentan-1-ol